ethyl-Vinyl Alcohol C(C)C=CO